ClC1=C(C=C(C=C1)NC(=O)N[C@H]1CN(CC1)C=1C=CC=2N(N1)C(=CN2)C2=NC=CC=C2)C(F)(F)F (R)-1-(4-chloro-3-(trifluoromethyl)phenyl)-3-(1-(3-(pyridin-2-yl)imidazo[1,2-b]pyridazin-6-yl)pyrrolidin-3-yl)urea